O[C@@H]1C[C@H](N(C1)C(=O)OC(C)(C)C)C(N[C@@H](C)C1=CC=C(C=C1)C1=C(C=C(C=C1F)F)F)=O tert-butyl (2S,4R)-4-hydroxy-2-(((S)-1-(2',4',6'-trifluoro-[1,1'-biphenyl]-4-yl)ethyl)carbamoyl)pyrrolidine-1-carboxylate